(Z)-Cyanomethoxyimino(phenyl)acetonitril C(#N)CO\N=C(/C#N)\C1=CC=CC=C1